2-cyclopropyl-4-[3-(5-cyclopropyl-1,3,4-oxadiazol-2-yl)phenyl]-7-(dimethylamino)-[1,3]thiazolo[4,5-d]pyrimidin-5-one C1(CC1)C=1SC2=C(N(C(N=C2N(C)C)=O)C2=CC(=CC=C2)C=2OC(=NN2)C2CC2)N1